(2-(piperidin-1-yl)ethyl)-5-(piperidin-1-ylmethyl)-5,6-dihydro-1,4,2-dioxazine N1(CCCCC1)CCC1=NOCC(O1)CN1CCCCC1